5-(2-fluorophenyl)-6,7-dihydro-5H-pyrrolo[1,2-b][1,2,4]triazole-2-carboxylic acid ethyl ester C(C)OC(=O)C=1N=C2N(N1)C(CC2)C2=C(C=CC=C2)F